methyl (1R,4R)-4-(4-amino-3-chloro-1H-pyrazol-1-yl)cyclohexane-1-carboxylate NC=1C(=NN(C1)C1CCC(CC1)C(=O)OC)Cl